C(C)C1=NN=C2N1N=C(C=C2)N2CCN(CC2)C(CC2=C(C=CC=C2)OC)=O 1-(4-(3-ethyl-[1,2,4]triazolo[4,3-b]pyridazin-6-yl)piperazin-1-yl)-2-(2-methoxyphenyl)ethan-1-one